N1C[C@@H](CCC1)NC1=NC(=CC=C1)C1=CN=C2N1C=C(N=C2)C2(CC2)C(F)(F)F (R)-N-(piperidin-3-yl)-6-(6-(1-(trifluoromethyl)cyclopropyl)imidazo[1,2-a]pyrazin-3-yl)pyridin-2-amine